ethyl 2-[[4-amino-8-[cis-4-(tert-butoxycarbonylamino)cyclohexoxy]-5,5-dimethyl-6H-benzo[h]quinazolin-7-yl]-ethyl-amino]acetate NC1=NC=NC=2C3=C(CC(C12)(C)C)C(=C(C=C3)O[C@@H]3CC[C@@H](CC3)NC(=O)OC(C)(C)C)N(CC(=O)OCC)CC